C(C1=CC=CC=C1)OCN1C(N(N=C(C1=O)C1=CC(=C(C(=C1)Cl)OC=1N=NC(=C(C1)C(C)C)OC)Cl)C(F)F)=O 4-[(Benzyloxy)methyl]-6-[3,5-dichloro-4-[(5-isopropyl-6-methoxy-pyridazin-3-yl)oxy]phenyl]-2-(difluoromethyl)-1,2,4-triazine-3,5-dione